ClC1=CC=C(C=C1)C(C=CC1=CC=C(C(=O)O)C=C1)=O 4-[3-(4-Chlorophenyl)-3-oxoprop-1-enyl]benzoic acid